ClC=1C(=C(C(=CC1)N1N=NN=C1)C1=CC(N2[C@@H](CCC2C1)C=1NC(=CN1)C1=C(C(=NC=C1)CO)F)=O)F (3S)-7-(3-chloro-2-fluoro-6-(1H-tetrazol-1-yl)phenyl)-3-(5-(3-fluoro-2-(hydroxymethyl)pyridin-4-yl)-1H-imidazol-2-yl)-2,3,8,8a-tetrahydroindolizin-5(1H)-one